BrC=1C=C(C=C(C1O)Br)C(=O)N1C2=C(OCC1)NN=C2 (3,5-dibromo-4-hydroxyphenyl)(5,6-dihydropyrazolo[3,4-b][1,4]oxazin-4(1H)-yl)methanone